5-[(4R,11aS)-4-methyl-8-[[(2S)-morpholin-2-yl]methylamino]-1,3,4,6,11,11a-hexahydropyrazino[1,2-b]isoquinolin-2-yl]quinoline-8-carbonitrile C[C@@H]1CN(C[C@H]2N1CC=1C=C(C=CC1C2)NC[C@@H]2CNCCO2)C2=C1C=CC=NC1=C(C=C2)C#N